(3-fluoro-2-(2,2,2-trifluoroethyl)phenyl)-1,3-dioxolane FC=1C(=C(C=CC1)C1OCCO1)CC(F)(F)F